FC=1C(=NC(=NC1)NC1C(NC2=C(O1)C(=CC=C2)CN(C(C)C)C(C)C)=O)C2=C(C=C(C=C2)F)OC ((5-fluoro-4-(4-fluoro-2-methoxyphenyl)pyrimidin-2-yl)amino)-8-((diisopropylamino)methyl)-2H-benzo[b][1,4]oxazin-3(4H)-one